1-(4-(2-(4-bromophenyl)-propan-2-yl)thiazol-2-yl)-3-(4-((2-hydroxyethyl)-amino)benzyl)urea BrC1=CC=C(C=C1)C(C)(C)C=1N=C(SC1)NC(=O)NCC1=CC=C(C=C1)NCCO